N-(3-METHYL-1H-INDAZOL-4-YL)-1-(5-(TRIFLUOROMETHYL)PYRIDIN-2-YL)-1H-PYRAZOLE-4-SULFONAMIDE CC1=NNC2=CC=CC(=C12)NS(=O)(=O)C=1C=NN(C1)C1=NC=C(C=C1)C(F)(F)F